[C@H]12CC(=CC[C@@H]1C2(C)C)C (+)-trans-3-carene